2-trimethylsilylethyl 4-[2-(2-aminoethoxy)ethoxy]piperidine-1-carboxylate NCCOCCOC1CCN(CC1)C(=O)OCC[Si](C)(C)C